[NH4+].NC1=CC=C(NC=2C(=NC(=C(N2)NC)C2=CC=CC=3N(C=NC32)C)C(=O)N)C=C1 3-(4-aminoanilino)-5-(methylamino)-6-(1-methylbenzimidazol-4-yl)pyrazine-2-carboxamide ammonium